3-fluoro-4-(((1-methylcyclopropyl)sulfonyl)carbamoyl)-5-(trifluoromethyl)benzoate FC=1C=C(C(=O)[O-])C=C(C1C(NS(=O)(=O)C1(CC1)C)=O)C(F)(F)F